ClC1=C(C=CC(=C1)C(F)(F)F)NC(=O)C1(CCC1)N1N=CC2=C1CN(C2)C2CCN(CC2)C(=O)OC(C)(C)C tert-butyl 4-(1-(1-((2-chloro-4-(trifluoromethyl)phenyl)carbamoyl)cyclobutyl)-4,6-dihydropyrrolo[3,4-c]pyrazol-5(1H)-yl)piperidine-1-carboxylate